N-(4-chloro-1H-indol-6-yl)-5-(1-methylpiperidin-4-yl)-1H-1,3-benzodiazol-2-amine ClC1=C2C=CNC2=CC(=C1)NC1=NC2=C(N1)C=CC(=C2)C2CCN(CC2)C